3',3'-dimethyl-3'H-spiro[cyclohexane-1,1'-isobenzofuran]-4-one CC1(OC2(C3=CC=CC=C13)CCC(CC2)=O)C